OCCOCCOC(C(C1=CC=CC=C1)=O)=O oxo-phenyl-acetic acid-2-[2-hydroxy-ethoxy]-ethyl ester